ClC=1C=CC2=C(C(=CC=NN2)C2=CC=CC=C2)C1 7-chloro-5-phenylbenzodiazepine